FC1=CC=2C3=C(NC2C=C1)C(=NC=N3)NCCCOC(C)C 8-fluoro-N-(3-propan-2-yloxypropyl)-5H-pyrimido[5,4-b]indol-4-amine